N-(1-(2-chloropyridin-4-yl)cyclopentyl)-2-methylpropane-2-sulfinamide ClC1=NC=CC(=C1)C1(CCCC1)NS(=O)C(C)(C)C